BrC=1C=CC(=C(NC=2C=C(C(=O)OCC)C=CC2O)C1)C(=O)O ethyl 3-(5'-bromo-2'-carboxyanilino)-4-hydroxybenzoate